CC1=CN=C(S1)NC1=NC(=CC(=C1)CN1CCOCC1)NC1CNCCC1 N2-(5-methylthiazol-2-yl)-4-(morpholinomethyl)-N6-(piperidin-3-yl)pyridin-2,6-diamine